ClC=1C=CC(=C(C(=O)O)C1)NC1=C(C=NC2=CC=C(C=C12)Cl)C=1CCSCC1 5-chloro-2-[[6-chloro-3-(3,6-dihydro-2H-thiopyran-4-yl)-4-quinolyl]amino]benzoic acid